CC(C(=O)OC=C)(CCCCCC)C vinyl 2,2-dimethyloctanoate